CC1=C(OC2=C1C=C(C=C2)S(N(CCC2=CC=CC=C2)C2=CC=C(C=C2)N2CCN(CC2)S(=O)(=O)C)(=O)=O)C(=O)O 3-methyl-5-(N-(4-(4-(methylsulfonyl)piperazin-1-yl)phenyl)-N-phenethylsulfamoyl)benzofuran-2-carboxylic acid